N1C2=C(C=C1)C=CC=C2 1H-Benzo[b]pyrrole